N-(1-Methyl-3-(1-trifluoromethyl-2-phenylethan-1-yl)-1H-pyrrolo[2,3-b]pyridin-5-yl)acrylamide CN1C=C(C=2C1=NC=C(C2)NC(C=C)=O)C(CC2=CC=CC=C2)C(F)(F)F